S(=O)(=O)(O)[NH-].[Na+] Sodium sulfoamide